C1(CC1)OC1=NC(=NC=C1C)N[C@H]1CN(CC1)C(=O)C1=CC=C(C=C1)NC(CC)=O (R)-N-(4-(3-((4-cyclopropoxy-5-methylpyrimidin-2-yl)amino)pyrrolidine-1-carbonyl)phenyl)propionamide